C(C)(C)(C)OC(=O)N1CCN(CC1)C1=NSC(=N1)I.C(=O)(OC(C)(C)C)[C@H]1CN(CCC1)N (R)-3-Boc-aminopiperidine tert-butyl-4-(5-iodo-1,2,4-thiadiazol-3-yl)piperazine-1-carboxylate